3β,12β-dihydroxy-5β-cholane O[C@@H]1C[C@H]2CC[C@H]3[C@@H]4CC[C@H]([C@@H](CCC)C)[C@]4([C@@H](C[C@@H]3[C@]2(CC1)C)O)C